Phenyl N-cyano-N'-3-pyridinylcarbamimidate C(#N)NC(OC1=CC=CC=C1)=NC=1C=NC=CC1